5-hydroxy-3-iodo-1-adamantanemethanol OC12CC3(CC(CC(C1)C3)(C2)CO)I